Methyl 3-(but-2-en-1-yl)-5-nitro-3,4-dihydro-2H-benzo[b][1,4]oxazine-7-carboxylate C(C=CC)C1NC2=C(OC1)C=C(C=C2[N+](=O)[O-])C(=O)OC